C(CC)N1C(=NN=C1)CN1C=NC2=C1C=C(C=C2)C(=O)O ((4-propyl-4H-1,2,4-triazol-3-yl)methyl)-1H-benzo[d]imidazole-6-carboxylic acid